Cl.NC(C#CC1=CC2=C(OC[C@@H](C(N2C)=O)NC(C2=NC=CC(=C2)OC2=CC=CC=C2)=O)C=C1)(C)C (S)-N-(7-(3-Amino-3-methylbut-1-yn-1-yl)-5-methyl-4-oxo-2,3,4,5-tetrahydrobenzo[b][1,4]oxazepin-3-yl)-4-phenoxypicolinamid-Hydrochlorid